6-((4-(2,3-dichlorophenyl)piperazin-1-yl)methyl)spiro[3.3]heptane-2-amine hydrochloride Cl.ClC1=C(C=CC=C1Cl)N1CCN(CC1)CC1CC2(CC(C2)N)C1